2-((4-(2-((4-chloro-2-fluorobenzofuran-7-yl)methoxy)-3-fluorophenyl)piperidin-1-yl)methyl)-1-((1-ethyl-1H-imidazol-5-yl)methyl)-1H-benzo[d]imidazole-6-carboxylic acid methyl ester COC(=O)C=1C=CC2=C(N(C(=N2)CN2CCC(CC2)C2=C(C(=CC=C2)F)OCC2=CC=C(C=3C=C(OC32)F)Cl)CC3=CN=CN3CC)C1